(R)-(4-(4-chloropyrazolo[1,5-a]pyridin-2-yl)-6,7-dihydro-1H-imidazo[4,5-c]pyridin-5(4H)-yl)(6-((dimethylamino)methyl)pyrazolo[1,5-a]pyridin-3-yl)methanone ClC=1C=2N(C=CC1)N=C(C2)[C@@H]2N(CCC1=C2N=CN1)C(=O)C=1C=NN2C1C=CC(=C2)CN(C)C